FC(C(C(C(C(C(C(C(F)(F)F)(F)F)(F)F)(F)F)(F)F)(F)F)(F)F)([Li])F perfluorooctyl-lithium